Butylenglycol Dicaprylate C(CCCCCCC)(=O)OCCCCOC(CCCCCCC)=O